2-((diphenylphosphono)thio)succinic acid C1(=CC=CC=C1)OP(=O)(OC1=CC=CC=C1)SC(C(=O)O)CC(=O)O